C1(=CC=CC=2OC3=C(C21)C=CC=C3)C=3C(=NC(=C(C3C3=C(C=CC=C3)C3=NC(=NC(=N3)C3=CC=CC=C3)C3=CC=CC=C3)C3=CC=CC=2OC1=C(C23)C=CC=C1)C1=CC=C(C=C1)N1C2=CC=CC=C2C=2C=C(C=CC12)C(C)(C)C)C1=CC=C(C=C1)N1C2=CC=CC=C2C=2C=C(C=CC12)C(C)(C)C 9,9'-((3,5-bis(dibenzo[b,d]furan-1-yl)-4-(2-(4,6-diphenyl-1,3,5-triazin-2-yl)phenyl)pyridine-2,6-diyl)bis(4,1-phenylene))bis(3-(tert-butyl)-9H-carbazole)